C(C)(C)(C)NS(=O)(=O)C1=NC(=CC=C1N[C@H](C)C=1C=C(C=C2C(C(=C(OC12)SCC)C)=O)C)Cl N-tert-Butyl-6-chloro-3-[[(1R)-1-(2-ethylsulfanyl-3,6-dimethyl-4-oxo-chromen-8-yl)ethyl]amino]pyridine-2-sulfonamide